(S)-1-(3-isothiocyanato-5-(trifluoromethyl)benzyl)-N,N-dimethylpyrrolidin-3-amine N(=C=S)C=1C=C(CN2C[C@H](CC2)N(C)C)C=C(C1)C(F)(F)F